6-Amino-2-benzoxazolone NC1=CC2=C(NC(O2)=O)C=C1